4-(2,6-dioxo-3-piperidyl)benzoic acid O=C1NC(CCC1C1=CC=C(C(=O)O)C=C1)=O